FC(C(CO)(C)C)(F)F 3,3,3-trifluoro-2,2-dimethyl-propan-1-ol